O1CCN(CC1)C1=CC(=CC(=N1)C=1C=NC(=NC1)N)C1(CC1)C1=CC=CC=C1 5-(6-morpholino-4-(1-phenylcyclopropyl)pyridin-2-yl)pyrimidin-2-amine